3-(2-chloro-5-((1-methyl-1H-pyrazol-4-yl)ethynyl)pyridin-4-yl)-9-methyl-3,9-diazaspiro[5.5]undecane ClC1=NC=C(C(=C1)N1CCC2(CC1)CCN(CC2)C)C#CC=2C=NN(C2)C